chloromethyl-triazole formate C(=O)O.ClCC=1N=NNC1